CCC1(CO1)CCOC=1C=CC=NC1 5-(2-(epoxybutan-3-yl)ethoxy)pyridine